C(C)OC1=NC=NC=C1C(=O)O 4-ethoxypyrimidine-5-carboxylic acid